1-({(5R)-3-[4'-(1,3-Dimethylpyrrolidine-3-sulfonyl)-2-fluoro[1,1'-biphenyl]-4-yl]-4,5-dihydro-1,2-oxazol-5-yl}methyl)-1H-1,2,3-triazole CN1CC(CC1)(S(=O)(=O)C1=CC=C(C=C1)C1=C(C=C(C=C1)C1=NO[C@H](C1)CN1N=NC=C1)F)C